(1,3-bis(2,4,6-trimethylphenyl)-2-imidazolidinylidene)dichloro(o-isopropoxyphenylmethylene)ruthenium CC1=C(C(=CC(=C1)C)C)N1C(N(CC1)C1=C(C=C(C=C1C)C)C)=[Ru](=CC1=C(C=CC=C1)OC(C)C)(Cl)Cl